(2S,4r)-1-[(2S)-2-(4-cyclopropyl-triazol-1-yl)-3,3-dimethyl-butyryl]-4-hydroxy-N-[1-[2-(trifluoromethyl)phenyl]cyclobutyl]pyrrolidine-2-carboxamide C1(CC1)C=1N=NN(C1)[C@H](C(=O)N1[C@@H](C[C@H](C1)O)C(=O)NC1(CCC1)C1=C(C=CC=C1)C(F)(F)F)C(C)(C)C